N-[[6-(Thiazol-2-ylmethylamino)-2-pyridyl]sulfonyl]-2-(2,2,4-trimethylpyrrolidin-1-yl)pyridin-3-carboxamid S1C(=NC=C1)CNC1=CC=CC(=N1)S(=O)(=O)NC(=O)C=1C(=NC=CC1)N1C(CC(C1)C)(C)C